FC1=C(C#N)C=CC(=C1)C=1N=C(N(C(C1C1=CC=C(C=C1)OC)=O)C)N1CC(C1)CNC 2-fluoro-4-[5-(4-methoxy-phenyl)-1-methyl-2-(3-methylaminomethyl-azetidin-1-yl)-6-oxo-1,6-dihydro-pyrimidin-4-yl]-benzonitrile